C1(CCCCC1)OC1=NC=C(C=C1)[N+](=O)[O-] 2-(cyclohexoxy)-5-nitro-pyridine